O=CC(=O)N oxoacetamide